C(C)(C)(C)OC1CN(C1)C=1C(=C(OC2CN(C2)C(=O)N2C[C@@H]3[C@@H](OCC(N3)=O)CC2)C=CC1)Cl (+)-(4aR,8aS)-6-(3-(3-(3-(tert-Butoxy)azetidin-1-yl)-2-chlorophenoxy)azetidine-1-carbonyl)hexahydro-2H-pyrido[4,3-b][1,4]oxazin-3(4H)-one